C(C)C[N+](C)(C)Cl ethyl-chlorotrimethylammonium